CC1(CCN(CC1)C=1OC2=C(C=C(C=C2C(C1)=O)C)[C@@H](C)NC=1C(=NC=C(C1)F)C(=O)O)C 3-[[(1R)-1-[2-(4,4-Dimethyl-1-piperidyl)-6-methyl-4-oxo-chromen-8-yl]ethyl]amino]-5-fluoro-pyridine-2-carboxylic acid